(R)-5-(2-(5-fluoro-2-methoxypyridin-3-yl)pyrrolidin-1-yl)-3-(1H-imidazol-2-yl)-2-methylpyrazolo[1,5-a]pyrimidine FC=1C=C(C(=NC1)OC)[C@@H]1N(CCC1)C1=NC=2N(C=C1)N=C(C2C=2NC=CN2)C